BrC1=C(C(=CC(=C1)F)C=1C=NC(=C(C1)N1CCN(CC1)C(C)C)OC(F)F)O 2-bromo-6-(6-(difluoromethoxy)-5-(4-isopropylpiperazin-1-yl)pyridin-3-yl)-4-fluorophenol